2,2-dimethyl-3-phenyl-1,5-pentanediol CC(CO)(C(CCO)C1=CC=CC=C1)C